FC1=C(C=C(C(=C1)F)F)NC 2,4,5-trifluorophenyl-methyl-amine